6-bromo-5-methoxybenzo[d]Isothiazole BrC1=CC2=C(C=NS2)C=C1OC